2-bromo-4-chlorobenzoic acid BrC1=C(C(=O)O)C=CC(=C1)Cl